N'-cyano-N-(1-methylpiperidin-4-yl)guanidine C(#N)NC(NC1CCN(CC1)C)=N